NC1=C(C2=C(S1)C(=CC=C2C2=C(C=C1C(=NC(=NC1=C2F)OC[C@]21CCCN1C[C@@H](C2)F)NCCCCC(=O)O)Cl)F)C#N 5-((7-(2-amino-3-cyano-7-fluorobenzo[b]thiophen-4-yl)-6-chloro-8-fluoro-2-(((2R,7aS)-2-fluorotetrahydro-1H-pyrrolizin-7a(5H)-yl)methoxy)quinazolin-4-yl)amino)pentanoic acid